trans-3-[(3-chloro-2-fluorobenzyl)oxy]-N-{2-fluoro-3-[6-oxo-4-(trifluoromethyl)-1,6-dihydropyrimidin-2-yl]-4-(trifluoromethyl)benzyl}cyclobutane-1-carboxamide ClC=1C(=C(CO[C@@H]2C[C@H](C2)C(=O)NCC2=C(C(=C(C=C2)C(F)(F)F)C=2NC(C=C(N2)C(F)(F)F)=O)F)C=CC1)F